(2-(3-methoxy-5-(morpholine-4-carbonyl)phenylamino)-5-methylpyrimidin-4-ylamino)benzo[d]oxazol-2(3H)-one COC=1C=C(C=C(C1)C(=O)N1CCOCC1)NC1=NC=C(C(=N1)NN1C(OC2=C1C=CC=C2)=O)C